C(=C)C=1N=CN(C1)[Si](C)(C)C 4-vinyl-1-(trimethylsilyl)-1H-imidazole